ClC1=NC=CC=2C=3C(C(N(C12)C)C)=NSN3 6-chloro-4,5-dimethyl-4,5-dihydro-[1,2,5]thiadiazolo[3,4-c][1,7]naphthyridine